C1(=CC=CC=C1)C=1SC(=CC(C1)=C1N=C(OC1=O)C1=CC=CC=C1)C1=CC=CC=C1 4-(2,6-diphenyl-4H-thiopyran-4-ylidene)-2-phenyloxazol-5(4H)-one